methyl 3-bromo-4-fluoro-1H-pyrrole-2-carboxylate BrC1=C(NC=C1F)C(=O)OC